BrC1=C(C#N)C=CC=C1C(F)F 2-bromo-3-(difluoromethyl)benzonitrile